(3S)-3-methyl-4-(2-methylpropane-2-sulfinyl)-8-[5-(trifluoromethyl)-1,2,4-oxadiazol-3-yl]-3,5-dihydro-2H-1,4-benzoxazepine C[C@H]1COC2=C(CN1S(=O)C(C)(C)C)C=CC(=C2)C2=NOC(=N2)C(F)(F)F